Tert-Butyl 4-Amino-2-Chloro-Benzoate NC1=CC(=C(C(=O)OC(C)(C)C)C=C1)Cl